N-Boc-N-Methyl-(S)-allylglycine C(=O)(OC(C)(C)C)N([C@@H](CC=C)C(=O)O)C